TERT-BUTYL CIS-4-FORMYLCYCLOHEXYLCARBAMATE C(=O)[C@H]1CC[C@H](CC1)NC(OC(C)(C)C)=O